1-(6-methoxy-5-nitropyridin-2-yl)-4-methylpiperazine COC1=C(C=CC(=N1)N1CCN(CC1)C)[N+](=O)[O-]